5-bromo-3-(2-(3-(4-methylphenyl)-4-oxothiazolidin-2-ylidene)hydrazono)indol-2-one BrC=1C=C2C(C(NC2=CC1)=O)=NN=C1SCC(N1C1=CC=C(C=C1)C)=O